FC1([C@H]2CC(C[C@@H]12)C(C(=O)OCC)N=C(C1=CC=CC=C1)C1=CC=CC=C1)F ethyl 2-((1R,3s,5S)-6,6-difluorobicyclo[3.1.0]hexan-3-yl)-2-((diphenylmethylene)amino)acetate